tert-butyl (1S,2S,5R)-2-((S)-1-hydroxybutyl)-3,8-diazabicyclo[3.2.1]octane-8-carboxylate O[C@@H](CCC)[C@@H]1[C@@H]2CC[C@H](CN1)N2C(=O)OC(C)(C)C